2-Chloro-3-[4-fluoro-4-(4-methyl-4H-1,2,4-triazol-3-yl)piperidin-1-yl]-6-hydroxypyridine-4-carbonitrile ClC1=NC(=CC(=C1N1CCC(CC1)(C1=NN=CN1C)F)C#N)O